NCCOC(C(=C)C)=O (2-aminoethyl)methacrylate